3,6-bis(4-nitro-amino-1,2,5-oxadiazol-3-yl)1,4,2,5-dioxadiazine [N+](=O)([O-])C=1C(N(ON1)N)C1=NOC(=NO1)C1N(ON=C1[N+](=O)[O-])N